2-(4,6-dimethylfuro[3,2-c]pyridin-2-yl)-6-(4-methylpiperazin-1-yl)quinazolin-4(3H)-one CC1=NC(=CC2=C1C=C(O2)C2=NC1=CC=C(C=C1C(N2)=O)N2CCN(CC2)C)C